CC=1N=C(SC1C)N1N([NH2+]C(=N1)C1=C(C(=CC=C1)C(=O)O)OC)C1=CC=C(C=C1)S(=O)(=O)O 3-(4,5-dimethylthiazol-2-yl)-5-(3-carboxy-methoxyphenyl)-2-(4-sulfophenyl)-2H-tetrazolium